tert-butyl (2S,5R)-4-(5-fluoro-6-(trifluoromethyl)picolinoyl)-2,5-dimethylpiperazine-1-carboxylate FC=1C=CC(=NC1C(F)(F)F)C(=O)N1C[C@@H](N(C[C@H]1C)C(=O)OC(C)(C)C)C